ClC=1C=C(C=C(C1)C1=CC=2N(C=C1)C=CN2)C2COCCN2C(C=C)=O 1-(3-(3-chloro-5-(imidazo[1,2-a]pyridin-7-yl)phenyl)morpholino)prop-2-en-1-one